N-(4-(2-amino-3-(3-morpholinoprop-1-ynyl)pyridin-4-yloxy)-3-fluorophenyl)-3-(4-fluorophenyl)-1-isopropyl-2,4-dioxo-1,2,3,4-tetrahydropyrimidine-5-carboxamide NC1=NC=CC(=C1C#CCN1CCOCC1)OC1=C(C=C(C=C1)NC(=O)C=1C(N(C(N(C1)C(C)C)=O)C1=CC=C(C=C1)F)=O)F